3-(4-tert-Butyl-benzoyl)-3-methyl-azetidine C(C)(C)(C)C1=CC=C(C(=O)C2(CNC2)C)C=C1